C(#N)C1(CC1)NS(=O)(=O)C=1C=C(C=2N(C1)C(=CN2)C=2C=NN(C2C)C(F)F)N2CCN(CC2)C(C(C)C)=O N-(1-cyanocyclopropyl)-3-(1-(difluoromethyl)-5-methyl-1H-pyrazol-4-yl)-8-(4-isobutyrylpiperazin-1-yl)imidazo[1,2-a]pyridine-6-sulfonamide